6-chloro-2-(3-(dimethylamino)azetidin-1-yl)-3-nitrobenzonitrile ClC1=CC=C(C(=C1C#N)N1CC(C1)N(C)C)[N+](=O)[O-]